8-iodo-N-(3-methoxy-2,6-dimethylphenyl)imidazo[1,2-c]pyrimidin-7-amine IC=1C=2N(C=NC1NC1=C(C(=CC=C1C)OC)C)C=CN2